C(C1=CC=CC=C1)N1NC(=CN=C1)C1OCCC1 2-benzyl-6-(2-tetrahydrofuryl)-1,2,4-triazine